1-(1-(Benzoyloxy)decyl)-5-(4-(hexyloxy)-1,2,5-thiadiazol-3-yl)-1-methyl-1,2,3,6-tetrahydropyridin-1-ium iodide [I-].C(C1=CC=CC=C1)(=O)OC(CCCCCCCCC)[N+]1(CCC=C(C1)C1=NSN=C1OCCCCCC)C